ClC1=C(C(=O)NC=2C=C3C=C(N(C3=CC2)CC)C(=O)NC2=CC=C(C=C2)C(F)(F)F)C=C(C=C1)CNC(C(C)C)=O 5-(2-chloro-5-(isobutyrylaminomethyl)benzoylamino)-1-ethyl-N-(4-(trifluoromethyl)phenyl)-1H-indole-2-carboxamide